C(C)(C)(C)OC=1SC=CC1C=O 2-(tert-Butoxy)thiophene-3-carbaldehyde